N1=C(C=CC=C1)C1=C(C2=CC=CC=C2C=C1)C1=CC=CC2=CC=CC=C12 pyridinyl-binaphthyl